FC1=C2C(=C(C=3N=C(NC31)CNC)F)CC(C2)CN2CCC3(CN(C(O3)=O)C3=NC1=C(OCC(N1)=O)N=C3)CC2 6-[8-[[4,8-Difluoro-2-(methylaminomethyl)-3,5,6,7-tetrahydrocyclopenta[f]benzimidazol-6-yl]methyl]-2-oxo-1-oxa-3,8-diazaspiro[4.5]decan-3-yl]-4H-pyrazino[2,3-b][1,4]oxazin-3-one